5-(N-(2-(2-(tert-Butoxycarbonyl)-2,7-diazaspiro[3.5]non-7-yl)benzyl)-N-phenethylsulfamoyl)-3-methylbenzofuran-2-carboxylic acid C(C)(C)(C)OC(=O)N1CC2(C1)CCN(CC2)C2=C(CN(S(=O)(=O)C=1C=CC3=C(C(=C(O3)C(=O)O)C)C1)CCC1=CC=CC=C1)C=CC=C2